methyl-4-(cyclopentyloxy)-2-(4-fluorostyryl)-6-hydroxybenzoate COC(C1=C(C=C(C=C1O)OC1CCCC1)C=CC1=CC=C(C=C1)F)=O